1-(2-amino-6-chloropyridin-3-yl)ethan-1-one NC1=NC(=CC=C1C(C)=O)Cl